FC1=C(C=CC(=C1)F)N1N=CC=2C1=NC=NC2N2[C@@H]1C(N(CCCNC3=C(C=CC=C3C=3C=CN=C(O[C@H](C2)C1)N3)[N+](=O)[O-])C)=O (14S,17S)-15-[1-(2,4-difluorophenyl)pyrazolo[3,4-d]pyrimidin-4-yl]-12-methyl-6-nitro-18-oxa-8,12,15,20,23-pentazatetracyclo[17.3.1.114,17.02,7]tetracosa-1(23),2,4,6,19,21-hexaen-13-one